FC(C)(C)C1=CC(=NC=C1)N1N=CC(=C1)S(=O)(=O)NC=1C=CC=C2C=NN(C12)C 1-(4-(2-fluoropropan-2-yl)pyridin-2-yl)-N-(1-methyl-1H-indazol-7-yl)-1H-pyrazole-4-sulfonamide